7-(4-chlorophenyl)-1-phenyl-naphthalene ClC1=CC=C(C=C1)C1=CC=C2C=CC=C(C2=C1)C1=CC=CC=C1